FC1=C(C#N)C=CC(=C1)N=C=S 2-fluoro-4-isothiocyanatobenzonitrile